(1-(7-(5-morpholinopyridin-3-yl)quinolin-5-yl)cyclopropyl)benzamide O1CCN(CC1)C=1C=C(C=NC1)C1=CC(=C2C=CC=NC2=C1)C1(CC1)C1=C(C(=O)N)C=CC=C1